8'-chloro-1'-(cis-4-methoxy-4-methylcyclohexyl)-4'H,6'H-spiro[1,3-dioxane-2,5'-[1,2,4]triazolo[4,3-a][1]benzazepine] ClC=1C=CC2=C(CC3(CC=4N2C(=NN4)C4CCC(CC4)(C)OC)OCCCO3)C1